2-((2-(trifluoromethyl)quinazolin-4-yl)thio)ethanone FC(C1=NC2=CC=CC=C2C(=N1)SCC=O)(F)F